3,3-dimethoxy-1-propyne COC(C#C)OC